CC1=CC=C(C=C1)S(=O)(=O)OCCC=C[Si](C)(C)C 4-trimethylsilylbut-3-enyl 4-methylbenzenesulfonate